barium-manganese-titanium [Ti].[Mn].[Ba]